stearyl-tetramethyl-ammonium C(CCCCCCCCCCCCCCCCC)C[N+](C)(C)C